N-phenylphenylcarbamate C1(=CC=CC=C1)N(C([O-])=O)C1=CC=CC=C1